(S)-1-(1-((5-Chloropyridin-2-yl)methyl)-1H-benzo[d]imidazol-2-yl)piperidin-3-amin ClC=1C=CC(=NC1)CN1C(=NC2=C1C=CC=C2)N2C[C@H](CCC2)N